3-(2,5-dimethoxyphenyl)propionic acid COC1=C(C=C(C=C1)OC)CCC(=O)O